2-(7-fluoro-5-methoxy-1-((2-(trimethylsilyl)ethoxy)methyl)-1H-indazol-3-yl)-N,N-dimethylethan-1-amine FC=1C=C(C=C2C(=NN(C12)COCC[Si](C)(C)C)CCN(C)C)OC